C[C@H]1N(CCN(C1)CC1=C(C=C(C=C1)N1CCCC1)C(F)(F)F)C(=O)N1N=C(C=C1)C(=O)O (R)-1-(2-methyl-4-(4-(pyrrolidin-1-yl)-2-(trifluoromethyl)benzyl)piperazine-1-carbonyl)-1H-pyrazole-3-carboxylic acid